2-(2-(Benzyloxy)ethyl)-5,5-dimethyl-1,7,10-trioxadispiro[2.2.46.23]dodecane C(C1=CC=CC=C1)OCCC1OC12CC(C1(OCCO1)CC2)(C)C